(6-(5-chloro-1-((6-(4-fluoro-3-methoxyphenyl)pyridin-3-yl)methyl)-1H-indazole-7-carboxamido)spiro[3.3]Heptan-2-yl)acetic acid ClC=1C=C2C=NN(C2=C(C1)C(=O)NC1CC2(CC(C2)CC(=O)O)C1)CC=1C=NC(=CC1)C1=CC(=C(C=C1)F)OC